amino-thioformic acid NC(=S)O